2-Fluoro-4-[7-(quinolin-6-ylmethyl)imidazo[1,2-b][1,2,4]triazin-2-yl]benzoic Acid FC1=C(C(=O)O)C=CC(=C1)C=1C=NC=2N(N1)C(=CN2)CC=2C=C1C=CC=NC1=CC2